[1-(5-bromo-2-tetrahydropyran-2-yl-1,2,4-triazol-3-yl)-3-[tert-butyl (dimethyl) silyl] oxy-3-(3-chloro-2-pyridinyl) propyl] 2,2-dimethylpropionate CC(C(=O)OC(CC(C1=NC=CC=C1Cl)O[Si](C)(C)C(C)(C)C)C=1N(N=C(N1)Br)C1OCCCC1)(C)C